3-(2,6-Difluorophenyl)-2-methylthio-4-oxo-3,4-dihydroquinazoline FC1=C(C(=CC=C1)F)N1C(=NC2=CC=CC=C2C1=O)SC